C1(CCCCC1)N(C(COC1=CC(=CC=C1)C)=O)C=1SC=CN1 N-cyclohexyl-2-(3-methylphenoxy)-N-thiazol-2-yl-acetamide